(R)-6-cyclopropyl-2-(3-(1-(4-methyl-4H-1,2,4-triazol-3-yl)propan-2-yl)phenyl)-4-(trifluoromethyl)isoindolin-1-one C1(CC1)C1=CC(=C2CN(C(C2=C1)=O)C1=CC(=CC=C1)[C@@H](CC1=NN=CN1C)C)C(F)(F)F